N-(3-fluoro-2,6-diisopropylphenylcarbamoyl)-4-(2-hydroxypropan-2-yl)-5-methylthiophene-2-sulfonamide FC=1C(=C(C(=CC1)C(C)C)NC(=O)NS(=O)(=O)C=1SC(=C(C1)C(C)(C)O)C)C(C)C